CC1(CCCC=2CCC(CC12)C=O)C 8,8-dimethyl-1,2,3,4,5,6,7,8-octahydronaphthalene-2-carbaldehyde